Cholesta-5-ene CC(C)CCC[C@@H](C)[C@H]1CC[C@H]2[C@@H]3CC=C4CCCC[C@]4(C)[C@H]3CC[C@]12C